1-(4-(2-(5-(3,4-dimethoxyphenyl)-4-isopropyl-1H-pyrazol-3-yl)thiazol-5-yl)piperidin-1-yl)-2-(dimethylamino)ethan-1-one COC=1C=C(C=CC1OC)C1=C(C(=NN1)C=1SC(=CN1)C1CCN(CC1)C(CN(C)C)=O)C(C)C